3-cyano-4-hydroxybenzoic acid [1-(2,3,5,6-tetramethylbenzyl)-indol-4-yl]methylidene hydrazide CC1=C(CN2C=CC3=C(C=CC=C23)C=NNC(C2=CC(=C(C=C2)O)C#N)=O)C(=C(C=C1C)C)C